C(C)S(=O)(=O)C=1C=C(C=CC1C=1N=C2N(C=CC(=C2)C(F)(F)F)C1)C(C#N)(C)C 2-[3-ethylsulfonyl-4-[7-(trifluoromethyl)imidazo[1,2-a]pyridin-2-yl]phenyl]-2-methyl-propanenitrile